FC=1C(=C2C(=NC1C)N(C=C2)S(=O)(=O)C2=CC=C(C)C=C2)C 5-fluoro-4,6-dimethyl-1-(p-toluenesulfonyl)pyrrolo[2,3-b]pyridine